p-chlorobenzenesulfinic acid N-methylaniline salt CNC1=CC=CC=C1.ClC1=CC=C(C=C1)S(=O)O